NC=1N=C(C2=C(N1)C(=NN2CC2=C(C=C(C=C2)CCl)OC)C)O 5-amino-1-(4-(chloromethyl)-2-methoxybenzyl)-3-methyl-1H-pyrazolo-[4,3-d]pyrimidin-7-ol